5-Fluoro-6-(2-methoxyethoxy)-3-(3-{4-[(3R)-3-(methoxymethyl)morpholin-4-carbonyl]phenyl}-1,2-oxazol-5-yl)-1H-indazol FC=1C=C2C(=NNC2=CC1OCCOC)C1=CC(=NO1)C1=CC=C(C=C1)C(=O)N1[C@@H](COCC1)COC